2-(3-(((1S,3R,4R,5S,7S)-4,7-difluoro-1-methyl-8-azabicyclo[3.2.1]octan-3-yl)(methyl)amino)-1,2,4-triazin-6-yl)-5-(1H-imidazol-1-yl)phenol F[C@H]1[C@@H](C[C@]2([C@H](C[C@@H]1N2)F)C)N(C=2N=NC(=CN2)C2=C(C=C(C=C2)N2C=NC=C2)O)C